N-(3,5-Dimethoxyphenyl)-2-ethynyl-N-(1-(4-fluorophenyl)-2-oxopyrrolidin-3-yl)thiazole-4-carboxamide COC=1C=C(C=C(C1)OC)N(C(=O)C=1N=C(SC1)C#C)C1C(N(CC1)C1=CC=C(C=C1)F)=O